4-fluoro-2-nitro-5-(pyrrolidin-1-yl)benzoic acid FC1=CC(=C(C(=O)O)C=C1N1CCCC1)[N+](=O)[O-]